FC=1C=C(CN2CC=3C(N(C=4N(C3CC2)C=CN4)CC4=CC=C(C=C4)Cl)=O)C=CC1 7-(3-fluorobenzyl)-4-(4-chlorobenzyl)-6,7,8,9-tetrahydroimidazo[1,2-a]pyrido[3,4-e]pyrimidin-5(4H)-one